((1s,3s)-3-hydroxy-3-methylcyclobutyl)(6-(pyridin-3-ylmethyl)-2-azaspiro[3.3]hept-2-yl)methanone OC1(CC(C1)C(=O)N1CC2(C1)CC(C2)CC=2C=NC=CC2)C